C(CCC)C1=C(C=CC(=C1)CC(CO)(C)C)O butyl-4-(3-hydroxy-2,2-dimethyl-propyl)-phenol